FC=1C(=C(C(=CC1)C1=CC(=NC=C1)OC)NC(=O)N=[S@@](=O)(N)C=1C=NN2C1OC[C@H](C2)OC)C (S,6S)-N'-((3-fluoro-6-(2-methoxypyridin-4-yl)-2-methylphenyl)carbamoyl)-6-methoxy-6,7-dihydro-5H-pyrazolo[5,1-b][1,3]oxazine-3-sulfonimidamide